2-(2,5-dimethyl-1H-pyrrol-1-yl)-5-methoxythiazolo[4,5-b]pyridine CC=1N(C(=CC1)C)C=1SC=2C(=NC(=CC2)OC)N1